S-(6-((3-(triethoxysilyl) propyl) thio) hexyl) thioacetate C(C)(=O)SCCCCCCSCCC[Si](OCC)(OCC)OCC